7-(5-methyl-1,3,4-oxadiazol-2-yl)-3,4-dihydropyrrolo[1,2-a]pyrazin-1(2H)-one CC1=NN=C(O1)C=1C=C2N(CCNC2=O)C1